C1(=CC=C(C=C1)C1=CC2=C(N=C(O2)S)C=C1)C 6-(p-tolyl)benzo[d]oxazole-2-thiol